C(CCCCCCCCCCCCCCCCCCCC)N(C)C heneicosyl-dimethylamine